FC=1C=C(C=CC1)C#CSC1=CC=CC=C1 m-fluorophenyl-(phenylthio)acetylene